(S)-quinuclidin-3-yl((R)-6-(4-ethoxy-3,5-dimethylphenyl)-7-fluoro-2,2-dimethyl-1,2,3,4-tetrahydronaphthalen-1-yl)carbamate N12C[C@H](C(CC1)CC2)OC(N[C@@H]2C(CCC1=CC(=C(C=C21)F)C2=CC(=C(C(=C2)C)OCC)C)(C)C)=O